4-Chloro-2,7-dimethyl-2-(1,4-dioxaspiro[4.5]dec-8-yl)-2,3-dihydrobenzofuran-6-carbonitrile ClC1=CC(=C(C2=C1CC(O2)(C2CCC1(OCCO1)CC2)C)C)C#N